C(C)(=O)N1CCC(CC1)C(=O)N(C)[C@H](C(F)(F)F)C1=CC=C(C=C1)NC=1C(=C2C(=NC1)SC(=N2)C)[C@@H](C(F)F)OC 1-acetyl-N-{(1S)-1-[4-({7-[(1S)-2,2-difluoro-1-methoxyethyl]-2-methyl[1,3]thiazolo[5,4-b]pyridin-6-yl}amino)phenyl]-2,2,2-trifluoroethyl}-N-methylpiperidine-4-carboxamide